Cl.CC(C)C=1OC(=CC1N)C(C)C 2,5-bis(propan-2-yl)furan-3-amine hydrochloride